4-Methoxy-N-(cis-4-(methoxy-d3)cyclohexyl)-5-(pyrazolo[1,5-a]pyridin-5-yl)-7H-pyrrolo[2,3-d]pyrimidin-2-amine COC=1C2=C(N=C(N1)N[C@@H]1CC[C@@H](CC1)OC([2H])([2H])[2H])NC=C2C2=CC=1N(C=C2)N=CC1